3-(8-(thiophen-3-yl)quinolin-5-yl)propionic acid S1C=C(C=C1)C=1C=CC(=C2C=CC=NC12)CCC(=O)O